tert-butyl ((trans)-2-(6-((3-cyanophenyl)amino)pyridin-3-yl)cyclopropyl)carbamate C(#N)C=1C=C(C=CC1)NC1=CC=C(C=N1)[C@H]1[C@@H](C1)NC(OC(C)(C)C)=O